((3-(2-methoxy-2-oxoethoxy)phenyl)azanediyl)dipropionic acid COC(COC=1C=C(C=CC1)N(CCC(=O)O)CCC(=O)O)=O